C(C)NC=1C2=C(N=C(N1)CO)N(C(C2(C)C)=O)C2=CC=C(C=C2)N2CCOCC2 (ethylamino)-2-(hydroxymethyl)-5,5-dimethyl-7-(4-morpholinophenyl)pyrrolo[2,3-d]pyrimidin-6-one